ClC1=CC=C(C=C1)CN1C([C@H](C[SH2]C2=C1C=C(C(=C2)F)C=2OC(=NN2)NC(C)C2CC(C2)(F)F)NC(OC(C)(C)C)=O)=O tert-butyl N-[(3R)-5-[(4-chlorophenyl)methyl]-7-[5-[1-(3,3-difluorocyclobutyl)ethylamino]-1,3,4-oxadiazol-2-yl]-8-fluoro-4-oxo-2,3-dihydro-1λ4,5-benzothiazepin-3-yl]carbamate